C12(CC(C1)C2)NC(=O)N[C@@H](C)C2=CC(=CC=C2)C(F)(F)F (S)-1-bicyclo[1.1.1]pent-1-yl-3-[1-(3-trifluoromethyl-phenyl)-ethyl]-urea